N-(2-aminoethyl)-aminopropionic acid sodium salt [Na+].NCCNC(C(=O)[O-])C